BrC1=NN2C(C(=NC=C2)Cl)=C1 2-bromo-4-chloro-pyrazolo[1,5-a]pyrazine